2-(4-bromoimidazol-1-yl)ethanol BrC=1N=CN(C1)CCO